6-(6'-(Trifluoromethyl)-[2,2'-bipyridin]-3-yl)imidazo[1,2-a]pyridin-3-carboxamid FC(C1=CC=CC(=N1)C1=NC=CC=C1C=1C=CC=2N(C1)C(=CN2)C(=O)N)(F)F